(R)-6-(3,3-difluorocyclohex-1-en-1-yl)-N2-isopropyl-N4-(1,1,1-trifluoropropan-2-yl)-1,3,5-triazine-2,4-diamine FC1(C=C(CCC1)C1=NC(=NC(=N1)NC(C)C)N[C@@H](C(F)(F)F)C)F